2-chloro-3,4-dihydroxybenzoic acid ClC1=C(C(=O)O)C=CC(=C1O)O